FC1=CC(=C(C=C1)C1=NC=CC2=C1CN(C2=O)C2=CC=C(C=N2)C#N)OCC(F)(F)F 6-{4-[4-fluoro-2-(2,2,2-trifluoroethoxy)phenyl]-1-oxo-1,3-dihydro-2H-pyrrolo[3,4-c]pyridin-2-yl}pyridine-3-carbonitrile